CN1N=NC(=C1NC(O[C@H](C)C=1C(=NC=C(C1)F)Cl)=O)C1=NC=C(C=N1)NC(C1=CN=C(C=C1)C(F)(F)F)=O (R)-1-(2-chloro-5-fluoropyridin-3-yl)ethyl (1-methyl-4-(5-(6-(trifluoromethyl)nicotinamido) pyrimidin-2-yl)-1H-1,2,3-triazol-5-yl)carbamate